ethyl 2-(2-((5-(3-(aminomethyl)phenyl)-2-(cyclopropylcarbamoyl)benzofuran-3-yl)methoxy)phenyl)acetate NCC=1C=C(C=CC1)C=1C=CC2=C(C(=C(O2)C(NC2CC2)=O)COC2=C(C=CC=C2)CC(=O)OCC)C1